F[C@@H]1C[C@@H](CNC1)NC1=CC=C(N=N1)C1=C(C=C(C=C1C)C(F)(F)F)O 2-(6-(((3s,5r)-5-fluoropiperidin-3-yl)amino)pyridazin-3-yl)-3-methyl-5-(trifluoromethyl)phenol